C(CCCCCCCC)OC(CCCCC(=O)OCCCCCCCCC)=O Dinonyladipat